C(#N)/N=C(\NCCCC(=O)N1CCN(CC1)C(=O)C=1C=C(C=CC1)NC(CCCC[C@@H]1SC[C@@H]2NC(=O)N[C@H]12)=O)/NC=1C=NC=CC1 (E)-N-(3-(4-(4-(2-cyano-3-(pyridin-3-yl)guanidino)butanoyl)piperazine-1-carbonyl)phenyl)biotinamide